(E)-1-(2,4-dimorpholinophenyl)-2-(6-(2-(3-methylbenzylidene)hydrazinyl)-2-morpholino-9H-purin-9-yl)ethan-1-one O1CCN(CC1)C1=C(C=CC(=C1)N1CCOCC1)C(CN1C2=NC(=NC(=C2N=C1)N/N=C/C1=CC(=CC=C1)C)N1CCOCC1)=O